3-isopropyl-6-methyl-1,2-phenylene bis(diisopropylcarbamate) C(C)(C)N(C(OC1=C(C(=CC=C1C)C(C)C)OC(N(C(C)C)C(C)C)=O)=O)C(C)C